ClC1=CC=C(C=C1)C1N(CCC1)C(CN1N=CC2=C(C1=O)C(=NN2C)C2CC2)=O 5-(2-(2-(4-chlorophenyl)pyrrolidin-1-yl)-2-oxoethyl)-3-cyclopropyl-1-methyl-1,5-dihydro-4H-pyrazolo[3,4-d]pyridazin-4-one